ethyl-[N-decyl-4-(dimethylamino)butyramide] 2-fluorooctadecanoate FC(C(=O)O)CCCCCCCCCCCCCCCC.C(C)C(C(=O)NCCCCCCCCCC)CCN(C)C